4,4-difluoropiperidine hydroiodic acid salt I.FC1(CCNCC1)F